C(=C\CC1=CC=C(C=C1)Br)/C1=CC=C(C=C1)Br (E)-4,4'-(prop-1-ene-1,3-diyl)bis(bromobenzene)